ethyl 2-bromo-1-(4-((tert-butyldiphenylsilyl)oxy) butyl)-1H-imidazole-4-carboxylate BrC=1N(C=C(N1)C(=O)OCC)CCCCO[Si](C1=CC=CC=C1)(C1=CC=CC=C1)C(C)(C)C